5,5-dimethyl-5,6-dihydro-4H-1,3-oxazin-2-amine CC1(CN=C(OC1)N)C